ClC1=CN=C2N1N=C(C=C2)C=2C1=C(N=C(N2)NCC2(CCC2)F)NC=C1 (3-chloroimidazo[1,2-b]pyridazin-6-yl)-N-((1-fluorocyclobutyl)methyl)-7H-pyrrolo[2,3-d]pyrimidin-2-amine